(E)-3-(4-Hydroxy-3-methoxyphenyl)-1-(2-hydroxyphenyl)prop-2-en-1-one OC1=C(C=C(C=C1)/C=C/C(=O)C1=C(C=CC=C1)O)OC